ClC=1N=CC=C2C1N(C(=C2)C=O)C 7-chloro-1-methyl-1H-pyrrolo[2,3-c]pyridine-2-carbaldehyde